CN(CCOC1=C(C=C(C=C1)NC1=NC=C(C(=N1)C1=CN(C2=C(C=CC=C12)F)C)OC)N)C 4-(2-(Dimethylamino)ethoxy)-N1-(4-(7-fluoro-1-methyl-1H-indol-3-yl)-5-methoxypyrimidin-2-yl)benzene-1,3-diamine